N[C@@H]1CN(CC1)C1=NC=CC(=C1)C=1C(=C(C=C(C1)Cl)C1=CC(=C(C=C1)N1C(N(C=C1)C)=O)Cl)O (S)-1-(3'-(2-(3-aminopyrrolidin-1-yl)pyridin-4-yl)-3,5'-dichloro-2'-hydroxy-[1,1'-biphenyl]-4-yl)-3-methyl-1H-imidazol-2(3H)-one